iodofluorane IF